methyl cyanoborinate C(#N)BOC